C=CCCCCCCCCCCCCCCCCCCCCCCC 1-Pentacosen